4-cyclohexyl-3-(trifluoromethyl)benzoic acid methyl ester COC(C1=CC(=C(C=C1)C1CCCCC1)C(F)(F)F)=O